ClC1=CC(=C2C(=N1)C(=C(O2)C[C@H]([C@H](C)F)NC(OC(C)(C)C)=O)C#N)NCC=2SC=CC2 tert-butyl N-[(2R,3S)-1-{5-chloro-3-cyano-7-[(thiophen-2-ylmethyl)amino]furo[3,2-b]pyridin-2-yl}-3-fluorobutan-2-yl]carbamate